C(C1=CC=CC=C1)C=1SC(=NN1)N1CCN(CC1)C1=CN=C2N1N=CC(=C2)C=2C=NN(C2)C 2-benzyl-5-(4-(7-(1-methyl-1H-pyrazol-4-yl)imidazo[1,2-b]pyridazin-3-yl)piperazin-1-yl)-1,3,4-thiadiazole